C12C(CC(C=C1)C2)COCOCC2C1C=CC(C2)C1 bis(bicyclo[2.2.1]hept-5-en-2-ylmethoxy)methane